ClC1=NC=CC(=C1)OC=1C=C2CC(COC2=CC1)C=1N(C(=CN1)C1=CC=CC=C1)COCC[Si](C)(C)C 2-[[2-[6-[(2-chloro-4-pyridyl)oxy]chroman-3-yl]-5-phenyl-imidazol-1-yl]methoxy]ethyl-trimethyl-silane